ClC=1C=C(C=CC1)C1=CC=C(C=C1)N(N1CC(C(C=2C=CC(=NC12)C#N)C)=O)CC1CC1 8-((3'-chloro-[1,1'-biphenyl]-4-yl)(cyclopropylmethyl)amino)-5-methyl-6-oxo-5,6-dihydro-naphthyridine-2-carbonitrile